C(CCC)C1=NC2(C(N1CC1=CC(=C(C=C1)C1=C(C=CC=C1)S(=O)(=O)NC1=C(C(=NO1)CC)C)COCC)=O)CCCC2 2-[4-[(2-Butyl-4-oxo-1,3-diazaspiro[4.4]non-1-en-3-yl)methyl]-2-(ethoxymethyl)Phenyl]-N-(3-ethyl-4-methyl-isoxazol-5-yl)benzenesulfonamide